trimethyl-(prop-2-yn-1-yloxy)silane C[Si](OCC#C)(C)C